(2S,4r)-1-((S)-2-amino-3,3-dimethylbutyryl)-4-hydroxy-N-(2-hydroxy-1-(4-(4-methylthiazol-5-yl)phenyl)ethyl)pyrrolidine-2-carboxamide N[C@H](C(=O)N1[C@@H](C[C@H](C1)O)C(=O)NC(CO)C1=CC=C(C=C1)C1=C(N=CS1)C)C(C)(C)C